C(C)(=O)N1C[C@H](N(CC1)C([C@H](C(C)(C)C)NC(=O)C1=CC2=C(S1)C=CC(=C2)C(F)(F)P(O)(O)=O)=O)C(=O)N2C[C@H](CC2)C2=CC=CC=C2 ((2-(((S)-1-((S)-4-acetyl-2-((R)-3-phenylpyrrolidine-1-carbonyl)piperazin-1-yl)-3,3-dimethyl-1-oxobutan-2-yl)carbamoyl)benzo[b]thiophen-5-yl)difluoromethyl)phosphonic acid